C[C@H](CN1CC2(CS(C2)(=O)=O)CC1)CC=1C=NC(=CC1)C(F)(F)F (S)-6-(2-methyl-3-(6-(trifluoromethyl)pyridin-3-yl)propyl)-2-thia-6-azaspiro[3.4]octane 2,2-dioxide